potassium hexafluorophosphate lead [Pb+2].F[P-](F)(F)(F)(F)F.[K+].F[P-](F)(F)(F)(F)F.F[P-](F)(F)(F)(F)F